C(C)(C)(C)OC(=O)N1CCN(CC1)C(CCN1C(C2=CC=CC=3C2=C(C1=O)C=CC3SC)=O)=O 4-(3-(6-(methylthio)-1,3-dioxo-1H-benzo[de]isoquinolin-2(3H)-yl)propionyl)piperazine-1-carboxylic acid tert-butyl ester